1-{2-[4-(trifluoromethyl)-1,3-oxazol-2-yl]acetyl}pyrrolidine-2-carboxamide FC(C=1N=C(OC1)CC(=O)N1C(CCC1)C(=O)N)(F)F